CSC1=NN=C(S1)NC(=O)C1=CC=NO1 N-(5-(methylthio)-1,3,4-thiadiazol-2-yl)isoxazole-5-carboxamide